ClC1=CC=C(C=N1)CN1C(=NC2=C1C=CC=C2F)C2=NON=C2C 3-[1-[(6-chloropyridin-3-yl)methyl]-4-fluoro-benzimidazol-2-yl]-4-methyl-1,2,5-oxadiazole